1-(4-(2-((4-(4-methylpiperazin-1-yl)phenyl)amino)quinazolin-8-yl)piperidin-1-yl)prop-2-en-1-one CN1CCN(CC1)C1=CC=C(C=C1)NC1=NC2=C(C=CC=C2C=N1)C1CCN(CC1)C(C=C)=O